BrC=1C(=C(C=CC1)[C@@H](C(=O)OCC1=CC=CC=C1)C)F benzyl (S)-2-(3-bromo-2-fluorophenyl)propanoate